(S)-4-benzyl-N-((3-chloropyrazin-2-yl)methyl)-4-azaspiro[2.4]heptane-5-carboxamide C(C1=CC=CC=C1)N1C2(CC2)CC[C@H]1C(=O)NCC1=NC=CN=C1Cl